stibium oxide [Sb]=O